nickel carbonate sulfate S(=O)(=O)([O-])[O-].C([O-])([O-])=O.[Ni+4]